FC1=C2C(=CC=NC2=CC=C1)N1CCNCC1 5-fluoro-4-(piperazin-1-yl)quinoline